NC1=C2N=CNC2=NC(=N1)F 6-Amino-2-fluoro-9H-purin